(S)-3-(2',6'-difluorobiphenyl-3-yl)-3-(3-(4-hydroxy-1,5-dimethyl-2-oxo-1,2-dihydropyridin-3-yl)ureido)propanoic acid ethyl ester C(C)OC(C[C@H](NC(=O)NC=1C(N(C=C(C1O)C)C)=O)C=1C=C(C=CC1)C1=C(C=CC=C1F)F)=O